CC(=O)CC(=O)C The molecule is a beta-diketone that is pentane in which the hydrogens at positions 2 and 4 are replaced by oxo groups. It is a conjugate acid of an acetylacetonate.